isopropyl-imidazo[1,2-a]pyrazine C(C)(C)C=1N=C2N(C=CN=C2)C1